Pyrido[2,3-c][1,8]Naphthyridine-3-carboxylic acid tert-butyl ester C(C)(C)(C)OC(=O)C1=CC=C2C3=C(C=NC2=N1)N=CC=C3